CN1C(=NC2=C(C=CC=C2C1=O)C(C)NC1=C(C=CC=C1)S(=O)(=O)C)N1CCOCC1 3-methyl-8-[1-(2-methylsulfonylanilino)ethyl]-2-morpholino-quinazolin-4-one